ClC=1C(=C(C=NC1Cl)NC(OC(C)(C)C)=O)C(O)C1=C(C=CC=C1F)F tert-butyl N-[5,6-dichloro-4-[(2,6-difluorophenyl)-hydroxy-methyl]-3-pyridyl]carbamate